(S)-(3-(1-amino-1,3-dihydrospiro[indene-2,4'-piperidin]-1'-yl)-6-(2,3-dichlorophenyl)-5-methylpyrazin-2-yl)methanol N[C@@H]1C2=CC=CC=C2CC12CCN(CC2)C=2C(=NC(=C(N2)C)C2=C(C(=CC=C2)Cl)Cl)CO